CS(=O)(=O)O.FC1=C(C(=CC=C1)F)C1=NC(=C(N1)C1=CC=C2C(=N1)N(C=N2)CC(C)C)C2=CC=CC=C2 5-[2-(2,6-difluorophenyl)-5-phenyl-3H-imidazol-4-yl]-3-isobutyl-3H-imidazo[4,5-b]pyridine methanesulfonate